N1=CC(=CC(=C1)C(=O)N)C1=CC=NC=C1 [3,4'-bipyridine]-5-carboxamide